bis-isobutyl-propylene glycol C(C(C)C)C(C(C)O)(CC(C)C)O